6-(1-((1,2-dimethyl-1H-imidazol-5-yl)sulfonyl)piperidin-4-yl)-7-methylimidazo[1,2-b]pyridazine CN1C(=NC=C1S(=O)(=O)N1CCC(CC1)C=1C(=CC=2N(N1)C=CN2)C)C